FCCOC1=CC=C(C=C1)[C@H](C1CCNCC1)C1=CC=C(C=C1)F |o1:10| (S or R)-4-((4-(2-fluoroethoxy)phenyl)(4-fluorophenyl)methyl)piperidine